[Si](C)(C)(C(C)(C)C)OCC(C1=CC=CC=C1)N1N=CC(=C1)C1=NN2C(C(N1C(C)C)=O)=NC=C2C=2C=NN(C2)C2OCCCC2 2-(1-(2-((tert-Butyldimethylsilyl)oxy)-1-phenylethyl)-1H-pyrazol-4-yl)-3-isopropyl-7-(1-(tetrahydro-2H-pyran-2-yl)-1H-pyrazol-4-yl)imidazo[2,1-f][1,2,4]triazin-4(3H)-one